3β-Acetoxy-17-(1H-benzo[f]benzimidazol-1-yl)-androsta-5,16-diene C(C)(=O)O[C@@H]1CC2=CC[C@H]3[C@@H]4CC=C([C@@]4(C)CC[C@@H]3[C@]2(CC1)C)N1C=NC2=C1C=C1C(=C2)C=CC=C1